CS(=O)(=O)C1=CC=C(C=C1)O 4-methane-sulfonylphenol